FC=1C=C(C=CC1)N1CCC2=C1N=C(N=C2OCC=2C=NC=CC2)N2CCOCC2 4-(7-(3-fluorophenyl)-4-(pyridin-3-ylmethoxy)-6,7-dihydro-5H-pyrrolo[2,3-d]pyrimidin-2-yl)morpholine